N1(CCNCCC1)C1=C(C=NC=C1C)NCC=1C=C2N=CC=NC2=CC1 4-(1,4-Diazepan-1-yl)-5-methyl-N-(quinoxalin-6-ylmethyl)pyridin-3-amine